N-(3-chlorophenyl)-6-(1H-pyrrolo[2,3-b]pyridin-5-yl)quinazolin-4-amine ClC=1C=C(C=CC1)NC1=NC=NC2=CC=C(C=C12)C=1C=C2C(=NC1)NC=C2